ethyl 2-(6-bromo-7-chloro-4-methyl-indazol-2-yl)-2-[(6R)-6-fluoro-3-thioxo-2,5,6,7-tetrahydropyrrolo[1,2-c]imidazol-1-yl]acetate BrC=1C=C(C2=CN(N=C2C1Cl)C(C(=O)OCC)C1=C2N(C(N1)=S)C[C@@H](C2)F)C